N1([C@@H]2[C@H](CC1)NCC2)C=2C=C(C=CC2)C2C(NC(CC2)=O)=O 3-(3-((3aS,6aS)-hexahydropyrrolo[3,2-b]pyrrol-1(2H)-yl)phenyl)piperidine-2,6-dione